4-(((5-fluoro-2-(1-(2-fluorobenzyl)-5-(isoxazol-3-yl)-1H-pyrazol-3-yl)pyrimidin-4-yl)amino)methyl)tetrahydro-2H-pyran FC=1C(=NC(=NC1)C1=NN(C(=C1)C1=NOC=C1)CC1=C(C=CC=C1)F)NCC1CCOCC1